3-methyl-1H-pyrazolo[3,4-d]pyrimidin-4-amine bis(trifluoroacetate) FC(C(=O)O)(F)F.FC(C(=O)O)(F)F.CC1=NNC2=NC=NC(=C21)N